(3aR,5s,6aS)-2-(3-methoxypropyl)-N-(6-(2,3,5-trifluorophenyl)pyridazin-3-yl)octahydrocyclopenta[c]pyrrol-5-amine COCCCN1C[C@@H]2[C@H](C1)CC(C2)NC=2N=NC(=CC2)C2=C(C(=CC(=C2)F)F)F